(4-((((1r,4r)-4-hydroxy-4-methylcyclohexyl)methyl)amino)-3-nitrophenylsulfonyl)benzamide OC1(CCC(CC1)CNC1=C(C=C(C=C1)S(=O)(=O)C1=C(C(=O)N)C=CC=C1)[N+](=O)[O-])C